5-chloro-2-isocyanato-1,3-diisopropylbenzene ClC=1C=C(C(=C(C1)C(C)C)N=C=O)C(C)C